FC=1C(=C(C=NC1)NCC=1C=C2N=CC=NC2=CC1F)N1C[C@@H](NCC1)C (S)-5-fluoro-N-((7-fluoroquinoxalin-6-yl)methyl)-4-(3-methylpiperazin-1-yl)pyridin-3-amine